1α,11β,21-trihydroxy-4-pregnene-3,20-dione O[C@H]1CC(C=C2CC[C@H]3[C@@H]4CC[C@H](C(CO)=O)[C@]4(C[C@@H]([C@@H]3[C@@]12C)O)C)=O